NC(C(=O)O)(C(C)O)N diamino-β-hydroxybutyric acid